2-benzyl-2H-pyrrolo[3,4-c]pyridine C(C1=CC=CC=C1)N1C=C2C=NC=CC2=C1